CC1=C(CO)C(=CC=C1)C 2,6-Dimethylbenzyl alcohol